C(C)OC(=O)C=1SC2=C(C1)C=C(C=C2)C(P(=O)(OCC)OCC)C#N 5-[cyano(diethoxyphosphoryl)methyl]-1-benzothiophene-2-carboxylic acid ethyl ester